C(C)(C)(C)OC(=O)NCCCN1/C(/N(C(=C1)C1=CC=C(OC[C@@H](C(=O)OCC)ON2C(C3=CC=CC=C3C2=O)=O)C=C1)C)=N/C(=O)OC(C)(C)C ethyl (S,Z)-3-(4-(1-(3-((tert-butoxycarbonyl)amino)propyl)-2-((tert-butoxycarbonyl)-imino)-3-methyl-2,3-dihydro-1H-imidazol-4-yl)phenoxy)-2-((1,3-dioxoisoindolin-2-yl)oxy)propanoate